5-chloro-7-(2-fluoro-4-methyl-phenyl)-N,N-dimethyl-thiazolo[4,5-d]pyrimidin-2-amine ClC=1N=C(C2=C(N1)N=C(S2)N(C)C)C2=C(C=C(C=C2)C)F